FC(OC1=NC=CC=C1)(F)F 2-trifluoromethoxy-pyridin